ClC1=CC=C(C(=O)N2C(=C(C3=CC(=CC=C23)OC)CC(=O)N2C=CC3=C2N=CN=C3C=3C=NN(C3)[C@H](CC#N)C3CCCC3)C)C=C1 (R)-3-(4-(7-(2-(1-(4-chlorobenzoyl)-5-methoxy-2-methyl-1H-indol-3-yl)acetyl)-7H-pyrrolo[2,3-d]pyrimidin-4-yl)-1H-pyrazol-1-yl)-3-cyclopentylpropanenitrile